5,6-difluoro-N-methyl-N-((1R)-4,8,9-trifluoro-6-oxo-1,4,5,6-tetrahydro-2H-pyrano[3,4-c]isoquinolin-1-yl)-1H-indole-2-carboxamide FC=1C=C2C=C(NC2=CC1F)C(=O)N([C@H]1COC(C=2NC(C=3C=C(C(=CC3C21)F)F)=O)F)C